4-acryloyloxyazobenzene C(C=C)(=O)OC1=CC=C(C=C1)N=NC1=CC=CC=C1